2,2-dimethyl-3-phenyl-3-((p-methoxyphenylthio)methyl)oxirane CC1(OC1(CSC1=CC=C(C=C1)OC)C1=CC=CC=C1)C